ClC1=CC=C(C=C1)C[C@@H](C(N[C@H](C=O)C[C@H]1C(NCC1)=O)=O)NC(OC(C(F)(F)C1=CC(=CC=C1)Cl)C1=CC=CC=C1)=O 2-(3-chlorophenyl)-2,2-difluoro-1-phenylethyl ((S)-3-(4-chlorophenyl)-1-oxo-1-(((S)-1-oxo-3-((S)-2-oxopyrrolidin-3-yl)propan-2-yl)amino) propan-2-yl)carbamate